BrC1=CC=CC(=N1)C(=O)N 6-bromopicolinic acid, amide